O1C(=CC2=C1C=CC=C2)CC=O 2-benzofuranylethanone